4,4'-Dimethoxytritylchloride COC1=CC=C(C(C2=CC=C(C=C2)OC)(C2=CC=CC=C2)Cl)C=C1